8-cyclopropyl-N-[(5-methyl-1H-benzimidazol-2-yl)methyl]-2-methylsulfinyl-pyrazolo[1,5-a][1,3,5]triazin-4-amine C1(CC1)C=1C=NN2C1N=C(N=C2NCC2=NC1=C(N2)C=CC(=C1)C)S(=O)C